FC=1C=C(C=CC1)COC1=CC=C(C=C1)C(/C=C/C1=CC=C(C=C1)\C=C/1\N[C@@H](N(S1=O)[C@H](C(=O)O)CC1=CC=CC=C1)S)=O (2S)-2-[(3S,5Z)-5-[[4-[(E)-3-[4-[(3-Fluorophenyl)methoxy]phenyl]-3-oxoprop-1-enyl]phenyl]methylidene]-1-oxo-3-sulfanyl-1,2,4-thiadiazolidin-2-yl]-3-phenylpropanoic acid